5-iodobenzo[d]thiazole IC=1C=CC2=C(N=CS2)C1